BrC=1C2=C(C=NC1)N(C(N2C)=O)COCC[Si](C)(C)C 7-bromo-1-methyl-3-(2-trimethylsilylethoxymethyl)imidazo[4,5-c]pyridin-2-one